ClC=1C=C(C(=NC1)OC)S(=O)(=O)NC1=C(C(=C(C=C1)F)C=1C=C2C=NC(=NC2=CC1)N[C@H](CO)C1=CC=CC=C1)F (S)-5-chloro-N-(2,4-difluoro-3-(2-(2-hydroxy-1-phenylethylamino)quinazolin-6-yl)phenyl)-2-methoxypyridine-3-sulfonamide